C(C1=CC=CC=C1)OC1=C(C(=C(C=C1)C=1C=NN(C1C1=NC=CC=C1)COCC[Si](C)(C)C)F)F 2-(4-(4-(benzyloxy)-2,3-difluorophenyl)-1-((2-(trimethylsilyl)ethoxy)methyl)-1H-pyrazol-5-yl)pyridine